tert-butyl 4-(2-(1-(3-(2,6-dioxopiperidin-3-yl)-1-methyl-1H-indazol-7-yl)piperidin-4-yl)propan-2-yl)piperazine-1-carboxylate O=C1NC(CCC1C1=NN(C2=C(C=CC=C12)N1CCC(CC1)C(C)(C)N1CCN(CC1)C(=O)OC(C)(C)C)C)=O